5-[4-amino-5-(trifluoromethyl)pyrrolo[2,1-f][1,2,4]triazin-7-yl]-2-methoxy-N-[(2-phenyloxan-3-yl)methyl]pyridine-3-carboxamide NC1=NC=NN2C1=C(C=C2C=2C=C(C(=NC2)OC)C(=O)NCC2C(OCCC2)C2=CC=CC=C2)C(F)(F)F